FC=1C=C(C#N)C=C(C1)OC1=CC=C2C=3[C@]([C@H]([C@@H](C13)F)F)(C(C2(F)F)(F)F)O 3-fluoro-5-(((1R,2R,2aS)-1,2,3,3,4,4-hexafluoro-2a-hydroxy-2,2a,3,4-tetrahydro-1H-cyclopenta[cd]inden-7-yl)oxy)benzonitrile